7-bromo-N4-(2-(tetrahydro-2H-pyran-4-yl)ethyl)quinoline-2,4-diamine BrC1=CC=C2C(=CC(=NC2=C1)N)NCCC1CCOCC1